OC1(CC(OC2=CC=CC=C12)C)CS(=O)(=O)NC(OC(C)(C)C)=O tert-butyl (((4-hydroxy-2-methylchroman-4-yl)methyl)sulfonyl)carbamate